C(C)(C)(C)C1=C(C=C(C(=C1)O)C(C)(C)C)CCCC 2,5-di-tert-butyl-4-hydroxyphenylbutane